O[N+]12CC[N+](CC1)(CC2)O 1,4-dihydroxy-1,4-diazabicyclo[2.2.2]octane-1,4-diium